CC1(CC1)C1CC2(CN(C2)C(=O)OC(C)(C)C)C1 tert-Butyl 6-(1-methylcyclopropyl)-2-azaspiro[3.3]heptane-2-carboxylate